NC1=NC2=CC=C(C=C2C=C1C)C(=O)N([C@H](C)C1=NC=CC=N1)CC=1C(=NC(=CC1)C(F)(F)F)OC 2-amino-N-((2-methoxy-6-(trifluoromethyl)-3-pyridinyl)methyl)-3-methyl-N-((1R)-1-(2-pyrimidinyl)ethyl)-6-quinolinecarboxamide